3-(2-dimethylaminomethyl-1H-indol-3-yl)-5-hydroxy-2-methoxy-2,3-dihydro-isoindol-1-one CN(C)CC=1NC2=CC=CC=C2C1C1N(C(C2=CC=C(C=C12)O)=O)OC